C1(=CC=CC=C1)NC(=O)C1N(CC2(CC2)C1)C(=O)OC(C)(C)C tert-butyl 6-(phenylcarbamoyl)-5-azaspiro[2.4]heptane-5-carboxylate